2'-(((S)-1-methylpyrrolidin-2-yl)methoxy)-4'-(piperazin-1-yl)-3,4,5',8'-tetrahydro-2H,6'H-spiro[naphthalene-1,7'-quinazoline] CN1[C@@H](CCC1)COC1=NC=2CC3(CCC2C(=N1)N1CCNCC1)CCCC1=CC=CC=C13